COCCC1CCNCC1 4-(2-methoxyethyl)piperidine